t-Butylbis(dimethylamino)iodotin C(C)(C)(C)[Sn](I)(N(C)C)N(C)C